triethyldimethylammonium difluoroborate B([O-])(F)F.C(C)C([NH2+]C)(CC)CC